C1=CC(=C(C=C1C2=CC(=O)C3=C(O2)C(=C(C=C3O)O)[C@H]4[C@@H]([C@H]([C@@H]([C@H](O4)CO)O)O)O)O)O The molecule is a C-glycosyl compound that is luteolin substituted by a beta-D-glucopyranosyl moiety at position 8. It has a role as an antioxidant and a metabolite. It is a C-glycosyl compound, a tetrahydroxyflavone and a 3'-hydroxyflavonoid. It derives from a luteolin.